methyl 3-[4-(2-{5-cyano-2-oxo-1,2-dihydrospiro[indole-3,4'-piperidin]-1'-yl}ethoxy)phenyl]oxetane-3-carboxylate C(#N)C=1C=C2C(=CC1)NC(C21CCN(CC1)CCOC1=CC=C(C=C1)C1(COC1)C(=O)OC)=O